1,2-thiazepane 1,1-dioxide S1(NCCCCC1)(=O)=O